C(C)OC(=O)C1=NNC2=C1CCC=1C=NC=NC21 4,5-dihydro-1H-pyrazolo[4,3-h]quinazoline-3-carboxylic acid ethyl ester